ClC1=NC=2C=C(C=CC2C2=C1C=NN2C)CN(C(=O)C=2C=NC(=CC2)C#N)C2=CC=CC=1C(CCS(C12)(=O)=O)(F)F N-({4-chloro-1-methyl-1H-pyrazolo[4,3-c]quinolin-7-yl}methyl)-6-cyano-N-(4,4-difluoro-1,1-dioxo-3,4-dihydro-2H-1λ6-benzothiopyran-8-yl)pyridine-3-carboxamide